C(CCC)(=O)O.Cl.Cl dihydrochloride butanoate